BrC=1C=CC=C2C(=CNC12)C1=NC(=NC=C1F)OCC(F)(F)F 7-Bromo-3-(5-fluoro-2-(2,2,2-trifluoroethoxy)pyrimidin-4-yl)-1H-indole